ClC1=CC=C(C=C1)[C@@H](CNC(OC(C)(C)C)=O)C(=O)N1CCN(CC1)C=1C2=C(N=CN1)[C@@H](C[C@H]2C)O tert-butyl ((S)-2-(4-chlorophenyl)-3-(4-((5R,7R)-7-hydroxy-5-methyl-6,7-dihydro-5H-cyclopenta[d]pyrimidin-4-yl)piperazin-1-yl)-3-oxopropyl)carbamate